Cl.FC1=C(C#N)C(=CC(=C1)CC(C)C)N1C(CNCC1)C 2-fluoro-4-isobutyl-6-(2-methylpiperazin-1-yl)benzonitrile hydrochloride